bis(biphenyl-4-yl)-{4-(7,7-dimethyl-7H-12-oxa-indeno[1,2-a]fluoren-5-yl)-phenyl}-amine C1(=CC=C(C=C1)N(C1=CC=C(C=C1)C1=CC2=C(C=3OC=4C=CC=CC4C13)C1=CC=CC=C1C2(C)C)C2=CC=C(C=C2)C2=CC=CC=C2)C2=CC=CC=C2